C1(=CC=CC=C1)CC(=O)OC methyl 2-phenylacetate